scandium copper dioxide [Cu](=O)=O.[Sc]